(R)-(4-Cyclopropyl-phenyl)-(1,3-dimethyl-azetidin-3-yl)-{5-[3-(3-hydroxymethyl-bicyclo[1.1.1]pent-1-yl)-[1,2,4]oxadiazol-5-yl]-pyridin-3-yl}-methanol C1(CC1)C1=CC=C(C=C1)[C@](O)(C=1C=NC=C(C1)C1=NC(=NO1)C12CC(C1)(C2)CO)C2(CN(C2)C)C